zinc bis[dihydrogen phosphate] dihydrate O.O.P(=O)(O)(O)[O-].P(=O)(O)(O)[O-].[Zn+2]